CC1=C(CNC=2C=3N(C4=CC(=CC=C4N2)C(=O)N([C@@H]2COC4=C2C=CC(=C4)C(F)(F)F)C)C=NC3)C=CC(=C1)C (S)-4-((2,4-dimethylbenzyl)amino)-N-methyl-N-(6-(trifluoromethyl)-2,3-dihydrobenzofuran-3-yl)imidazo[1,5-a]quinoxaline-8-carboxamide